methyl-2-(4-formamido-3-(oxetan-3-yloxy)-1H-pyrazol-1-yl)propanoate COC(C(C)N1N=C(C(=C1)NC=O)OC1COC1)=O